C(C)OC(=O)C=1OC2=C(C1C)C=C(C=C2)S(N(CCC2=CC=CC=C2)CC2=C(C=C(C=C2)Br)C(F)(F)F)(=O)=O 3-methyl-5-(N-(2-trifluoromethyl-4-bromobenzyl)-N-phenethylsulfamoyl)benzofuran-2-carboxylic acid ethyl ester